C(#N)C1OC=CC=C1 cyano-pyran